3-[(1-[[1-(2,6-dioxopiperidin-3-yl)-3-methyl-2-oxo-1,3-benzodiazol-5-yl]methyl]piperidin-4-yl)oxy]propanal O=C1NC(CCC1N1C(N(C2=C1C=CC(=C2)CN2CCC(CC2)OCCC=O)C)=O)=O